ethyl 3-(((tert-butoxycarbonyl)amino)methyl)-5-ethyl-4,5-dihydroisoxazole-5-carboxylate C(C)(C)(C)OC(=O)NCC1=NOC(C1)(C(=O)OCC)CC